((S)-6,8-dichloro-1-methyl-3,4-dihydroisoquinolin-2(1H)-yl)((R)-6,6-dimethyl-4-(pyridin-3-yl)morpholin-2-yl)methanone ClC=1C=C2CCN([C@H](C2=C(C1)Cl)C)C(=O)[C@H]1CN(CC(O1)(C)C)C=1C=NC=CC1